5-[2-(2,6-Dioxo-3-piperidyl)-1,3-dioxo-isoindolin-5-yl]pent-4-ynal O=C1NC(CCC1N1C(C2=CC=C(C=C2C1=O)C#CCCC=O)=O)=O